ethyl 1-allyl-6-(4-fluorophenyl)-4-hydroxy-2-oxo-1,8-naphthyridine-3-carboxylate C(C=C)N1C(C(=C(C2=CC(=CN=C12)C1=CC=C(C=C1)F)O)C(=O)OCC)=O